1-(2,6-dichloro-4-(trifluoromethyl)phenyl)-6-hydroxy-4-(trifluoromethyl)-1H-pyrazolo[3,4-b]pyridine-3-carbonitrile ClC1=C(C(=CC(=C1)C(F)(F)F)Cl)N1N=C(C=2C1=NC(=CC2C(F)(F)F)O)C#N